C(=O)(OCC1=CC=CC=C1)NCCO N-Cbzethanolamine